2-oxabicyclo[4.1.0]heptane-7-carboxamide C12OCCCC2C1C(=O)N